CN1CC(CC1)OCC=1C2=C(N=C(N1)N1CCOCC1)N(CC2)C=2C=NC=CC2 4-(4-((1-methylpyrrolidin-3-yloxy)methyl)-7-(pyridin-3-yl)-6,7-dihydro-5H-pyrrolo[2,3-d]pyrimidin-2-yl)morpholine